COC(=O)C=1C=C2C(NCC2=CC1)=O 3-oxoisoindoline-5-carboxylic acid methyl ester